6,7-dimethoxy-2-(4-(pyridin-3-yl)-1H-pyrazol-1-yl)-4-(quinolin-8-yl)quinazoline COC=1C=C2C(=NC(=NC2=CC1OC)N1N=CC(=C1)C=1C=NC=CC1)C=1C=CC=C2C=CC=NC12